sodium 2,3-bis((3-methylbutanoyl)oxy)propyl ((R)-2,3-bis(tetradecanoyloxy)propyl) phosphate P(=O)(OCC(COC(CC(C)C)=O)OC(CC(C)C)=O)(OC[C@@H](COC(CCCCCCCCCCCCC)=O)OC(CCCCCCCCCCCCC)=O)[O-].[Na+]